3-[3-(1,3-Benzothiazol-2-ylsulfanylmethyl)-4-methoxyphenyl]-1-(4-hydroxyphenyl)prop-2-en-1-one S1C(=NC2=C1C=CC=C2)SCC=2C=C(C=CC2OC)C=CC(=O)C2=CC=C(C=C2)O